C(C)C1=CC=C(N)C=C1 p-Ethylanilin